3-(5-((2-(diethylamino)cyclopentyl)oxy)-6-fluoro-1-oxoisoindolin-2-yl)piperidine-2,6-dione C(C)N(C1C(CCC1)OC=1C=C2CN(C(C2=CC1F)=O)C1C(NC(CC1)=O)=O)CC